ClC=1N=C(N=NC1C#N)N1CC(CCC1)N1C(N(CC1)C1=CC=CC=C1)=O 5-chloro-3-(3-(2-oxo-3-phenylimidazolin-1-yl)piperidin-1-yl)-1,2,4-triazin-6-carbonitrile